C(C)(C)(C)OC(=O)N1CC=2N(CC1)C(=NC2C(NC2=CC=C(C=C2)C)=O)Br 3-bromo-1-(p-tolylcarbamoyl)-5,6-dihydroimidazo[1,5-a]Pyrazine-7(8H)-carboxylic acid tert-butyl ester